C(C)(C)(C)OC([C@@H](CC1=C(C(=CC=C1)C=O)F)[C@@H]1CN(CC1)C(=O)OC(C)(C)C)=O tert-butyl (R)-3-((S)-1-(tert-butoxy)-3-(2-fluoro-3-formylphenyl)-1-oxopropan-2-yl)pyrrolidine-1-carboxylate